C(C)(C)(C)OC(N[C@H]1C[C@H](CCC1)C(NC1=NC=C(C(=C1)C=1C=C(N2CC(CC12)(C)C)C(NC)=O)Cl)=O)=O ((1R,3S)-3-((5-chloro-4-(2,2-dimethyl-5-(methylcarbamoyl)-2,3-dihydro-1H-pyrrolizin-7-yl)pyridin-2-yl)carbamoyl)cyclohexyl)carbamic acid tert-butyl ester